5-((14-((5-(8,9-difluoro-5H-pyrido[4,3-b]indol-7-yl)pyridin-2-yl)oxy)-3,6,9,12-tetraoxatetradecyl)oxy)-2-(2,6-dioxopiperidin-3-yl)isoindoline-1,3-dione FC1=C(C=2C3=C(NC2C=C1C=1C=CC(=NC1)OCCOCCOCCOCCOCCOC=1C=C2C(N(C(C2=CC1)=O)C1C(NC(CC1)=O)=O)=O)C=CN=C3)F